3-(3,7-dimethylocta-2,6-dien-1-yl)-N-hexyl-2,4-dihydroxy-6-pentylbenzenesulfonamide CC(=CCC=1C(=C(C(=CC1O)CCCCC)S(=O)(=O)NCCCCCC)O)CCC=C(C)C